(1,4-butanediyl)-bis(methylpiperidine) C(CCCN1C(CCCC1)C)N1C(CCCC1)C